(R)-4-((3-(N-methylacrylamido)piperidin-1-yl)methyl)-N-(4-(4-morpholino-7H-pyrrolo[2,3-d]pyrimidin-6-yl)phenyl)picolinamide CN(C(C=C)=O)[C@H]1CN(CCC1)CC1=CC(=NC=C1)C(=O)NC1=CC=C(C=C1)C1=CC2=C(N=CN=C2N2CCOCC2)N1